7-chloro-6-fluoro-1-(4-hydroxy-2-isopropylpyridin-3-yl)pyrido[2,3-d]Pyrimidine ClC=1C(=CC2=C(N(CN=C2)C=2C(=NC=CC2O)C(C)C)N1)F